ClC1=CC(=C2[C@H](CCOC2=C1)N1C[C@@H](CC1)NC(OC(C)(C)C)=O)C1=C2C(=NC=C1)C=C(S2)CO tert-butyl ((R)-1-((S)-7-chloro-5-(2-(hydroxymethyl)thieno[3,2-b]pyridin-7-yl)chroman-4-yl)pyrrolidin-3-yl)carbamate